C(CCCCCCCCCCCCCCCCC)OC(CCC1=CC(=C(C(=C1)CCCC)O)CCCC)=O.SC(CS)SCCCS 1,2,3-trimercaptoethyl-thiopropane octadecyl-3-(3,5-di-butyl-4-hydroxyphenyl)-propionate